COC1=CN=CC(=N1)[C@H]1N(OCC1)C(=O)[C@@H]1CC[C@H](CC1)CN1N=CC2=CC=C(C=C12)C(=O)N trans-1-[[4-[(3S)-3-(6-methoxypyrazin-2-yl)isoxazolidine-2-carbonyl]cyclohexyl]methyl]indazole-6-carboxamide